(3R,4R)-4-(3,4-difluorophenyl)-3-fluoro-1-(3-(pyridin-4-yl)bicyclo[1.1.1]pentan-1-yl)piperidin-2-one FC=1C=C(C=CC1F)[C@@H]1[C@H](C(N(CC1)C12CC(C1)(C2)C2=CC=NC=C2)=O)F